Benzyl 2,4-bis(benzyloxy)-5-iodobenzoate C(C1=CC=CC=C1)OC1=C(C(=O)OCC2=CC=CC=C2)C=C(C(=C1)OCC1=CC=CC=C1)I